ClC=1C(=C(C=CC1F)[C@@H](NC(=O)N1[C@@H](C(NC(C1([2H])[2H])([2H])[2H])=O)C)[C@@H]1C[C@H](C1)C(F)(F)F)F |o1:13| (R or S)-N-((S)-(3-chloro-2,4-difluorophenyl)((trans)-3-(trifluoromethyl)cyclobutyl)methyl)-2-methyl-3-oxopiperazine-5,5,6,6-d4-1-carboxamide